OC=1C(=NN(C(C1)=O)C=1C=NN(C1)C)C(=O)OC Methyl 4-hydroxy-1-(1-Methyl-1H-pyrazol-4-yl)-6-oxo-1,6-dihydropyridazine-3-carboxylate